2-{4-[5-chloro-2-(1,3-oxazol-5-yl)phenyl]-5-methoxy-2-oxopyridin-1(2H)-yl}butanoic acid tert-butyl ester C(C)(C)(C)OC(C(CC)N1C(C=C(C(=C1)OC)C1=C(C=CC(=C1)Cl)C1=CN=CO1)=O)=O